N'-(4-methyltetralin-1-yl)-N'-[[5-(trifluoromethyl)-2-pyridyl]methyl]oxamide CC1CCC(C2=CC=CC=C12)N(C(C(N)=O)=O)CC1=NC=C(C=C1)C(F)(F)F